(R)-3-(N-(1-(aziridin-1-yl)propan-2-yl)sulfamoyl)-4-methyl-N,N-dipropylbenzamide N1(CC1)C[C@@H](C)NS(=O)(=O)C=1C=C(C(=O)N(CCC)CCC)C=CC1C